(E)-isobutyl-2-((cyclopropylformylpiperazin-1-yl)methyl)-1H-benzimidazole C(C(C)C)N1C(=NC2=C1C=CC=C2)CN2C(CNCC2)C(=O)C2CC2